FC(C1=NC2=C3C(=CC=C2C(=C1)C(F)(F)F)CNC3)(F)F 2,4-bis(trifluoromethyl)-8,9-dihydro-7H-pyrrolo[3,4-h]quinoline